6-(1-(3,3-difluorocyclopentyl)-4-(4-fluorophenyl)-1H-imidazol-5-yl)imidazo[1,2-b]pyridazine-3-carboxamide FC1(CC(CC1)N1C=NC(=C1C=1C=CC=2N(N1)C(=CN2)C(=O)N)C2=CC=C(C=C2)F)F